2-(benzo[d]oxazol-2-ylamino)-N-(2-methoxyethoxy)-1-methyl-1H-benzo[d]imidazole-5-carboxamide O1C(=NC2=C1C=CC=C2)NC2=NC1=C(N2C)C=CC(=C1)C(=O)NOCCOC